Tert-butyl (1-(6-chloro-1-(1-(4-methoxybenzyl)-2,6-dioxopiperidin-3-yl)-3-methyl-2-oxo-2,3-dihydro-1H-benzo[d]imidazol-4-yl)piperidin-4-yl)(methyl)carbamate ClC=1C=C(C2=C(N(C(N2C)=O)C2C(N(C(CC2)=O)CC2=CC=C(C=C2)OC)=O)C1)N1CCC(CC1)N(C(OC(C)(C)C)=O)C